1-heptyloctyl 4-[3-[cyclobutylmethyl(methyl)amino]propylsulfanylcarbonyl-[4-(1-heptyloctoxy)-4-oxo-butyl]amino]butanoate C1(CCC1)CN(CCCSC(=O)N(CCCC(=O)OC(CCCCCCC)CCCCCCC)CCCC(=O)OC(CCCCCCC)CCCCCCC)C